C(C)(C)(C)OC(=O)N1[C@@H]2[C@@H]([C@@H](C[C@H]1CC2)NC2=CN=C(N=N2)C2=C(C=C(C=C2)Br)OC)F |r| (±)-(1S,2R,3R,5R)-3-((3-(4-bromo-2-methoxyphenyl)-1,2,4-triazin-6-yl)amino)-2-fluoro-8-azabicyclo[3.2.1]octane-8-carboxylic acid tert-butyl ester